4-((2r,3s,4s,5r)-3-(3,4-difluoro-2-(2-(hydroxyimino)-3-methylbutoxy)phenyl)-4,5-dimethyl-5-(trifluoromethyl)tetrahydrofuran-2-carboxamido)pyridineamide FC=1C(=C(C=CC1F)[C@H]1[C@@H](O[C@]([C@H]1C)(C(F)(F)F)C)C(=O)NC1=CC(=NC=C1)C(=O)N)OCC(C(C)C)=NO